ClC=1C=C(C(=O)NC2=CC=C(C=C2)C2(CCC2)C(N[C@@H]2COCC2)=O)C=CC1 3-chloro-N-[4-(1-{[(3S)-oxolan-3-yl]carbamoyl}cyclobutyl)phenyl]benzamide